C(C=C)(=O)OCCCCCCCCCC[Si](OC)(OC)C acryloxydecylmethyldimethoxysilan